NC1=CC=C(C=C1)S(=O)(=O)O p-anilinesulfonic acid